3-[(2,4-difluorophenyl)methyl]azetidine, hydrochloride Cl.FC1=C(C=CC(=C1)F)CC1CNC1